iodoadamantane IC12CC3CC(CC(C1)C3)C2